2-(2,4-dimethyl-5-nitro-phenyl)-2-azaspiro[4.5]decan-1-one CC1=C(C=C(C(=C1)C)[N+](=O)[O-])N1C(C2(CC1)CCCCC2)=O